BrC1=NN=C(S1)CNC1(CC1)C(=O)OC methyl 1-[(5-bromo-1,3,4-thiadiazol-2-yl)methylamino]cyclopropanecarboxylate